S1C(CCN2[C@H]1CC2=O)O cephamol